CSCC12CNCC(CC1)N2C(=O)OC(C)(C)C tert-butyl 1-((methylthio)methyl)-3,8-Diazabicyclo[3.2.1]octane-8-carboxylate